(N-decyl-5-(dibutylamino)pentanamido)nonadecanedioate C(CCCCCCCCC)N(C(CCCCN(CCCC)CCCC)=O)C(C(=O)[O-])CCCCCCCCCCCCCCCCC(=O)[O-]